2-[4-(4-chlorophenyl)-5-(pyridin-4-yl)-1H-imidazol-1-yl]-1-[(1S,4S)-5-methyl-2,5-diazabicyclo[2.2.2]oct-2-yl]ethan-1-one ClC1=CC=C(C=C1)C=1N=CN(C1C1=CC=NC=C1)CC(=O)N1[C@@H]2CN([C@H](C1)CC2)C